4-(4-(bis(4-methoxyphenyl)amino)phenyl)-6-methylthiothieno[3,4-b]thiophene-2-carboxylic acid ethyl ester C(C)OC(=S)C1=CC=2C(S1)=C(SC2C2=CC=C(C=C2)N(C2=CC=C(C=C2)OC)C2=CC=C(C=C2)OC)C